C(CCCCCC(C)(C)C)(=O)OO.C1(=CC=CC=C1)C(C)C cumene peroxyneodecanate